germanium perfluoro(5-iodo-3-oxa-1-pentene) FC(=C(OC(C(I)(F)F)(F)F)F)F.[Ge]